N[C@@H]1CC[C@H](CC1)NC(OCC1=CC=CC=C1)=O benzyl (trans-4-aminocyclohexyl)carbamate